C(CCCCCC)OC(=S)NCC1(CC(CC(C1)(C)C)NC([O-])=S)C 3-(heptyloxythiocarbonylamino-methyl)-3,5,5-trimethylcyclohexylthiocarbamate